NCC1=NNC(C2=CC=C(C=C12)C=1C=NN(C1C1=C(C#N)C(=CC(=C1F)N1CC(CC1)N(C)C)OC1CC1)C)=O 2-(4-(4-(aminomethyl)-1-oxo-1,2-dihydrophthalazin-6-yl)-1-methyl-1H-pyrazol-5-yl)-6-cyclopropoxy-4-(3-(dimethylamino)pyrrolidin-1-yl)-3-fluorobenzonitrile